5-(4-chlorophenyl)-3-(2-(3,3-difluoroazetidin-1-yl)-2-oxoethyl)-3H-pyrrolo[2,3-d]pyrimidin-4(7H)-one ClC1=CC=C(C=C1)C1=CNC=2N=CN(C(C21)=O)CC(=O)N2CC(C2)(F)F